NC1=CC=C(C=N1)O[C@@H]1C[C@H](N(C1)C(=O)OC(C)(C)C)C tert-butyl (2R,4R)-4-[(6-amino-3-pyridyl)oxy]-2-methyl-pyrrolidine-1-carboxylate